(E)-(2'-(1,2-bis(3-methoxyphenyl)vinyl)-[1,1'-biphenyl]-2-yl)diphenylphosphine COC=1C=C(C=CC1)/C(=C\C1=CC(=CC=C1)OC)/C1=C(C=CC=C1)C1=C(C=CC=C1)P(C1=CC=CC=C1)C1=CC=CC=C1